C(C)C1=C(C=C)C=CC(=C1)CC1=CC=CC=C1 2-ethyl-4-benzyl-Styrene